[Si](C)(C)(C(C)(C)C)OC1=C(C=C(C=C1)C=C)OCCC tert-butyldimethylsilyloxy-4-vinyl-2-propoxybenzene